NC1=NC=2C=CC(=CC2C2=C1C(OC2)(C)C)C(=O)N(CC2=NC=C(C=C2)C(F)(F)F)CC 4-amino-N-ethyl-3,3-dimethyl-N-((5-(trifluoromethyl)-2-pyridinyl)methyl)-1,3-dihydrofuro[3,4-c]quinoline-8-carboxamide